1-bromo-2-(2-fluoroethoxy)ethane BrCCOCCF